BrC(C(=O)N)C 2-bromopropan-amide